(hydroxymethyl)tetrahydrofuran-3-yl carbamate C(N)(OC1C(OCC1)CO)=O